CC1(OC2=CC(=CC=C2C(C1)=O)C1=CNC=2N=C(N=CC21)NCC(F)(F)F)C 2,2-dimethyl-7-(2-((2,2,2-trifluoroethyl)amino)-7H-pyrrolo[2,3-d]pyrimidin-5-yl)chroman-4-one